C(C(=C)C)(=O)N1SC2=C(C1=O)C=CC=C2 2-methacryloyl-benzo[d]isothiazolin-3-one